CC1=C(C=C(C2=CC=CC=C12)C)C1=CC=CC=C1 1,4-dimethyl-2-phenylnaphthalene